C(#N)C1=C(C2=CC=CC=C2C=C1)O cyanonaphthol